tert-butyl 3-((4-((3-(4-((3-(2,3-difluoro-4-methoxyphenyl)imidazo[1,2-a]pyrazin-8-yl)amino)-2-ethylbenzamido)propyl)carbamoyl) piperidin-1-yl)methyl)azetidine-1-carboxylate FC1=C(C=CC(=C1F)OC)C1=CN=C2N1C=CN=C2NC2=CC(=C(C(=O)NCCCNC(=O)C1CCN(CC1)CC1CN(C1)C(=O)OC(C)(C)C)C=C2)CC